L-1-Methyl-protocatechuic acid CC1(C(=O)O)CC(O)=C(O)C=C1